1,7-diglycidyl-naphthalene C(C1CO1)C1=CC=CC2=CC=C(C=C12)CC1CO1